vinylphenyl-N,N,N-trimethylammonium C(=C)C1=C(C=CC=C1)[N+](C)(C)C